(2-fluoro-4-(4-(1-(5-(methoxymethyl)pyrimidin-2-yl)piperidin-4-yl)butoxy)phenyl)acetic acid FC1=C(C=CC(=C1)OCCCCC1CCN(CC1)C1=NC=C(C=N1)COC)CC(=O)O